N-(5-((4-chlorobenzyl)oxy)-1,3,4-thiadiazol-2-yl)-3-(2-cyclopropylphenyl)pyridine ClC1=CC=C(COC2=NN=C(S2)N2CC(=CC=C2)C2=C(C=CC=C2)C2CC2)C=C1